2-(2-(2-oxabicyclo[2.1.1]hexan-4-yl)-2H-pyrrolo[3,4-b]pyrazin-6-yl)-3-methyl-5-(trifluoromethyl)phenol C12OCC(C1)(C2)C2C=NC=1C(N2)=CN(C1)C1=C(C=C(C=C1C)C(F)(F)F)O